(±)-trans-N-(biphenyl-3-yl)-4-(4-methoxyphenyl)pyrrolidine-3-carboxamide hydrochloride Cl.C1(=CC(=CC=C1)NC(=O)[C@@H]1CNC[C@H]1C1=CC=C(C=C1)OC)C1=CC=CC=C1 |r|